COC(NC1=NC=CC(=C1)C=1C=NC(=NC1)OC[C@@](CC(C)C)(C)N)=O (S)-(4-(2-((2-amino-2,4-dimethylpentyl)oxy)pyrimidin-5-yl)pyridin-2-yl)carbamic acid methyl ester